1,2,3,3,4,4,5,5,6,6,7,7,7-tridecafluoro-1-methoxy-Hept-1-ene FC(=C(C(C(C(C(C(F)(F)F)(F)F)(F)F)(F)F)(F)F)F)OC